di(3-butenyl)tetraethyl-disiloxane C(CC=C)[Si](O[Si](CC)(CC)CC)(CC)CCC=C